4-[(3R)-3-aminopyrrolidin-1-yl]-N-{8-fluoro-2-methylimidazo[1,2-a]pyridin-6-yl}-2-methylindazole-7-carboxamide hydrochloride Cl.N[C@H]1CN(CC1)C=1C2=CN(N=C2C(=CC1)C(=O)NC=1C=C(C=2N(C1)C=C(N2)C)F)C